ClC1=CC(=C(C=C1Cl)[C@@H](C1CCN(CC1)C(CNC(OC(C)(C)C)=O)=O)N[S@@](=O)C(C)(C)C)O tert-butyl (2-(4-((R)-(4,5-dichloro-2-hydroxyphenyl)((S)-1,1-dimethylethylsulfinamido)methyl)piperidin-1-yl)-2-oxoethyl)carbamate